benzyl 3-[[3-(3-methyl-2-oxo-1H-benzimidazol-4-yl)cyclobutyl]methoxy]azetidine-1-carboxylate CN1C(NC2=C1C(=CC=C2)C2CC(C2)COC2CN(C2)C(=O)OCC2=CC=CC=C2)=O